ClC=1C=C2CO[C@]3(O[C@@H]([C@H]([C@@H]([C@H]3O)O)O)C)C2=CC1CC=1SC(=C(C1)C)CCO (1S,3'R,4'S,5'S,6'R)-5-chloro-6-((5-(2-hydroxyethyl)-4-methylthiophene-2-yl)methyl)-6'-methyl-3',4',5',6'-tetrahydro-3H-spiro[isobenzofuran-1,2'-pyran]-3',4',5'-triol